tert-butyl 4-[[1-(2-fluoro-4-nitro-phenyl)-4-piperidyl]methyl]piperazine-1-carboxylate FC1=C(C=CC(=C1)[N+](=O)[O-])N1CCC(CC1)CN1CCN(CC1)C(=O)OC(C)(C)C